6-((1R,2R)-2-(5-fluoropyridin-2-yl)cyclobutyl)-4-oxo-1-((S)-1-(6-(trifluoromethyl)pyridin-3-yl)ethyl)-4,5-dihydro-1H-pyrazolo[3,4-d]pyrimidine-3-carbonitrile FC=1C=CC(=NC1)[C@H]1[C@@H](CC1)C=1NC(C2=C(N1)N(N=C2C#N)[C@@H](C)C=2C=NC(=CC2)C(F)(F)F)=O